tert-butyl-(pent-4-eN-1-yloxy)silane C(C)(C)(C)[SiH2]OCCCC=C